N[C@H]1[C@@H](CCC[C@@H]1C1=C(C2=NC(=CC(=C2S1)NCC=1SC=CC1)Cl)Cl)O (1r,2r,3s)-2-amino-3-(3,5-dichloro-7-((thiophen-2-ylmethyl)amino)thieno[3,2-b]pyridin-2-yl)cyclohexan-1-ol